CN1C=C(C=C1C(C(N[C@@H](C(F)(F)F)C)=O)=O)C(=O)OC methyl (R)-1-methyl-5-(2-oxo-2-((1,1,1-trifluoroprop-2-yl)amino)acetyl)-1H-pyrrole-3-carboxylate